3-(3-ethyl-7-oxo-2-phenyl-4,7-dihydropyrazolo[1,5-a]pyrimidin-5-yl)benzonitrile C(C)C=1C(=NN2C1NC(=CC2=O)C=2C=C(C#N)C=CC2)C2=CC=CC=C2